CSC1=CC=C(C=C1)C(CCC)=NO 1-(4-methylsulfanylphenyl)butane-1-one oxime